N=1C=CN2C=NC=3C=CC=CC3C21 imidazo[1,2-c]quinazolin